COC=1C(=CC2=CN(N=C2C1)[C@@H]1[C@H](CC(CC1)=O)C)C(=O)NC=1C=NN2C1N=CC=C2 |r| Rac-6-methoxy-2-((1s,2s)-2-methyl-4-oxocyclohexyl)-N-(pyrazolo[1,5-a]pyrimidin-3-yl)-2H-indazole-5-carboxamide